(2S,3S,5S,6S,7S,8S)-4-((S)-6-(2-bromo-3,4-difluorophenyl)-5-(methoxycarbonyl)-2-(thiazol-2-yl)-3,6-dihydropyrimidin-4-yl)cubane-1-carboxylic acid BrC1=C(C=CC(=C1F)F)[C@@H]1C(=C(NC(=N1)C=1SC=CN1)C12C3C4C5(C(C14)C2C53)C(=O)O)C(=O)OC